FC([C@@H]1N(CC1)C1=NC(=CC(=N1)C=1C=NN(C1)CC(=O)N1CCNCC1)C(F)(F)F)F 2-(4-{2-[(R)-2-(difluoromethyl)-1-azetidinyl]-6-(trifluoromethyl)-4-pyrimidinyl}-1-pyrazolyl)-1-(1-piperazinyl)-1-ethanone